(1R,3S)-3-(1-(tert-butyl)-5-((2-(tert-butyl)-1,1-dioxido-3,4-dihydro-2H-benzo[e][1,2]thiazin-5-yl)amino)-1H-pyrazol-3-yl)cyclopentyl isopropylcarbamate C(C)(C)NC(O[C@H]1C[C@H](CC1)C1=NN(C(=C1)NC1=CC=CC2=C1CCN(S2(=O)=O)C(C)(C)C)C(C)(C)C)=O